CN1N=C2CCC(CC2=C1)C(=O)N 2-methyl-4,5,6,7-tetrahydro-2H-indazole-5-carboxamide